Nonanoic acid 2-(3-{(3-dimethylamino-propylsulfanylcarbonyl)-[2-(2-nonanoyloxy-1-nonanoyloxymethyl-ethoxycarbonyl)-ethyl]-amino}-propionyloxy)-3-octanoyloxy-propyl ester CN(CCCSC(=O)N(CCC(=O)OC(COC(CCCCCCCC)=O)COC(CCCCCCC)=O)CCC(=O)OC(COC(CCCCCCCC)=O)COC(CCCCCCCC)=O)C